C[C@H]1N(CCN(C1)C=1C=NN2C1C=CC(=C2)C=2C=NN(C2)C)C(=O)O[C@H](C)C2=CC=CC=C2 (R)-1-phenylethyl (R)-2-methyl-4-(6-(1-methyl-1H-pyrazol-4-yl)pyrazolo[1,5-a]pyridin-3-yl)piperazine-1-carboxylate